C1(CCC1)N1N=C(C(=C1)NC(=O)C=1N=C(SC1)C=1C=NN(C1)C)C N-(1-cyclobutyl-3-methyl-1H-pyrazol-4-yl)-2-(1-methyl-1H-pyrazol-4-yl)-1,3-thiazole-4-carboxamide